FC(OC=1C=CC(=NC1C)CC1CC2(CNC2)C1)F 6-((5-(Difluoromethoxy)-6-methylpyridin-2-yl)methyl)-2-azaspiro[3.3]heptan